ClC1=NC=C(C=N1)O[C@@H]1CN(CC1)C 2-chloro-5-[(3S)-1-methylpyrrolidin-3-yl]oxy-pyrimidine